(1-(methyl-d3)-1H-1,2,4-triazol-3-yl)methyl-d2 (S)-(4-((3-chloro-4-fluorophenyl)carbamoyl)-7-fluoro-2,3-dihydro-1H-inden-1-yl)carbamate ClC=1C=C(C=CC1F)NC(=O)C1=C2CC[C@@H](C2=C(C=C1)F)NC(OC([2H])([2H])C1=NN(C=N1)C([2H])([2H])[2H])=O